4-cyano-N-[2-(pyridin-3-yl)-1,3-benzoxazol-5-yl]benzamide C(#N)C1=CC=C(C(=O)NC=2C=CC3=C(N=C(O3)C=3C=NC=CC3)C2)C=C1